carbamoyldisulfide C(N)(=O)SSC(N)=O